COC1=CC=C(CN2C(N(CCC2=O)C2=CN=C3N2C=CC(=C3)C=3CCNCC3)=O)C=C1 3-(4-Methoxybenzyl)-1-(7-(1,2,3,6-tetrahydropyridin-4-yl)imidazo[1,2-a]pyridin-3-yl)dihydropyrimidine-2,4(1H,3H)-dione